4-(4-(tert-butyl)phenyl)-1,2,5-thiadiazol-3-ol C(C)(C)(C)C1=CC=C(C=C1)C=1C(=NSN1)O